tert-butyl N-[(2S)-1-[5-chloro-3-methyl-7-(methylsulfanyl)furo[3,2-b]pyridin-2-yl]-4-hydroxybutan-2-yl]carbamate ClC1=CC(=C2C(=N1)C(=C(O2)C[C@H](CCO)NC(OC(C)(C)C)=O)C)SC